N1(CCC1)C1=CC2=C(N(C(=N2)C=2C(=C(C(=C(C2C)OC)O)O)F)C2CCC2)C=C1 4-(5-(azetidin-1-yl)-1-cyclobutyl-1H-benzo[d]imidazol-2-yl)-3-fluoro-6-methoxy-5-methylbenzene-1,2-diol